N-trimethylsilyl-N-methylaminopropylmethyldiethoxysilane C[Si](N(C)CCC[Si](OCC)(OCC)C)(C)C